2,3-dihydroxypyrrolidine OC1NCCC1O